BrC1=CC=2N(C=C1)C(=NN2)C2(CN(C2)C(=O)OC(C)(C)C)C tert-butyl 3-(7-bromo[1,2,4]triazolo[4,3-a]pyridin-3-yl)-3-methylazetidine-1-carboxylate